COC([C@@H](N(C(=O)C1CN(C1)S(=O)(=O)[C@@H]1N(CCCCC1)C)C)C(C)C)=O N-methyl-N-(1-(((S)-1-methylazepan-2-yl)sulfonyl)azetidine-3-carbonyl)-L-valine methyl ester